1-Methyl-1-propylpyrrolidinium methansulfonat CS(=O)(=O)[O-].C[N+]1(CCCC1)CCC